BrC=1C(=NC(=CC1O[C@H]1[C@@H](CCC1)NC(OC(C)(C)C)=O)C)OC tert-Butyl ((1R,2R)-2-((3-bromo-2-methoxy-6-methylpyridin-4-yl)oxy)cyclopentyl)carbamate